C(C)N(CC)CCC1=CC=C(C=C)C=C1 N,N-diethyl-4-aminoethylstyrene